IC=1C=NN(C1)C1(CCC1)CO (1-(4-iodo-1H-pyrazol-1-yl)cyclobutyl)methanol